3,5'-difluoro-6,2'-bis(trifluoromethyl)biphenyl FC=1C=C(C(=CC1)C(F)(F)F)C1=C(C=CC(=C1)F)C(F)(F)F